2-(2-methoxyethyl)-4-(tri-n-butylstannyl)thiazole COCCC=1SC=C(N1)[Sn](CCCC)(CCCC)CCCC